(tetrakis(triphenylphosphine)) palladium (0) [Pd].C1(=CC=CC=C1)P(C1=CC=CC=C1)C1=CC=CC=C1.C1(=CC=CC=C1)P(C1=CC=CC=C1)C1=CC=CC=C1.C1(=CC=CC=C1)P(C1=CC=CC=C1)C1=CC=CC=C1.C1(=CC=CC=C1)P(C1=CC=CC=C1)C1=CC=CC=C1